COC=1C=C(C=CC1OC)CCC(=O)N1C(C=CCC1)=O N-[3-(3,4-Dimethoxyphenyl)propanoyl]-5,6-dihydro-2(1H)-pyridinone